C1(=CC=CC=C1)C=1N=C(SC1)N\N=C\1/C(C2=CC=CC=C2C1)=O (Z)-2-(2-(4-phenylthiazol-2-yl)hydrazineylidene)-2,3-dihydro-1H-inden-1-one